(benzyloxy)-6-(piperazin-1-yl)-[2,3'-bipyridine]-6'-ol C(C1=CC=CC=C1)OC=1C(=NC(=CC1)N1CCNCC1)C=1C=NC(=CC1)O